4-(4-(3-methoxybenzoyl)-3,4-dihydro-2H-pyrido[4,3-b][1,4]thiazin-8-yl)benzonitrile COC=1C=C(C(=O)N2C3=C(SCC2)C(=CN=C3)C3=CC=C(C#N)C=C3)C=CC1